ClC1=NC=C2NC(N(C2=N1)C1(CCC(CC1)O)C)=O 2-chloro-9-(4-hydroxy-1-methylcyclohexyl)-7,9-dihydro-8H-purin-8-one